2-(3,6-dihydro-2H-pyran-5-yl)-4,4,5,5-tetramethyl-1,3,2-dioxaborolane O1CCC=C(C1)B1OC(C(O1)(C)C)(C)C